(2-(4-(2,6-dioxopiperidin-3-yl)-1,3-dioxoisoindolin-5-yl)piperazin-1-yl)acetic acid O=C1NC(CCC1C1=C2C(NC(C2=CC=C1C1N(CCNC1)CC(=O)O)=O)=O)=O